1-(3-bromopropoxy)-2-(5-methoxypentyl)benzene BrCCCOC1=C(C=CC=C1)CCCCCOC